C1(CC1)CNC1=C2C(=NC=3C=C(C(=CC13)OC)OCC=1C=CC(=NC1)O)CCC2 5-[({9-[(cyclopropylmethyl)amino]-7-methoxy-1H,2H,3H-cyclopenta[b]quinolin-6-yl}oxy)methyl]pyridin-2-ol